tertbutyl propyl ether C(CC)OC(C)(C)C